BrC1=C(C=C(C=C1)N1N=CN=C1)OC 1-(4-bromo-3-methoxyphenyl)-1H-1,2,4-triazole